FC(C=1C=C(C=CC1C=1C=NN(C1)C(F)F)C1=NNC(OC1)=O)F 5-{3-(Difluoromethyl)-4-[1-(difluoromethyl)-1H-pyrazol-4-yl]phenyl}-3,6-dihydro-2H-1,3,4-oxadiazin-2-one